1-[[3,4-dihydro-3-(1-methylethyl)-4-oxo-1-phthalazinyl]carbonyl]-4-phenyl-4-piperidinecarboxylic acid CC(C)N1N=C(C2=CC=CC=C2C1=O)C(=O)N1CCC(CC1)(C(=O)O)C1=CC=CC=C1